CNC=O.[Bi] bismuth Methylformamide